3-(Ethylsulfonyl)-5-(4-(trifluoromethoxy)phenyl)-N-(5-(trifluoromethyl)pyridin-2-yl)pyridinecarboxamide C(C)S(=O)(=O)C=1C(=NC=C(C1)C1=CC=C(C=C1)OC(F)(F)F)C(=O)NC1=NC=C(C=C1)C(F)(F)F